C(C)OC(COC1=CC=C(C=C1)B(O)O)=O (4-(2-ethoxy-2-oxoethoxy)phenyl)boronic acid